FC(C(=O)O)(F)F.CC1=C(SC=2CNCC21)C(=O)OC methyl 3-methyl-5,6-dihydro-4H-thieno[2,3-c]pyrrole-2-carboxylate 2,2,2-trifluoroacetate